C[C@@H]1CC[C@H](N(C1)C(C(=O)NC1=NC=CC=C1C(=O)N)=O)C=1C=C2C(=NC1)NN=C2 [[2-[(2S,5R)-5-methyl-2-(1H-pyrazolo[3,4-b]pyridin-5-yl)-1-piperidyl]-2-oxo-acetyl]amino]pyridine-3-carboxamide